OC1=NC=CC=2N1C=C(N2)C(=O)OCC ethyl 5-hydroxyimidazo[1,2-c]pyrimidine-2-carboxylate